4-[(3R,5R)-5-[(5-bromo-1-methyl-6-oxo-pyridazin-4-yl)amino]-1-methyl-3-piperidyl]benzoic acid BrC1=C(C=NN(C1=O)C)N[C@@H]1C[C@@H](CN(C1)C)C1=CC=C(C(=O)O)C=C1